bis(dimethyldodecyl)ammonium bromide [Br-].CC(CCCCCCCCCCC)(C)[NH2+]C(CCCCCCCCCCC)(C)C